FC(C1=CC=C(C=C1)C1=CC(=NN1)N)(F)F 5-[4-(trifluoromethyl)phenyl]-1H-pyrazol-3-amine